(R)-4-(1-(1-(4-(trifluoromethyl)benzyl)-5-(3-(trifluoromethyl)phenyl)-1H-indol-7-amido)ethyl)benzoic acid FC(C1=CC=C(CN2C=CC3=CC(=CC(=C23)C(=O)N[C@H](C)C2=CC=C(C(=O)O)C=C2)C2=CC(=CC=C2)C(F)(F)F)C=C1)(F)F